BrC1=CC(=C(CCN2C(C(=C(C2=O)C)C)=O)C=C1OC)OC 1-(4-bromo-2,5-dimethoxyphenethyl)-3,4-dimethyl-1H-pyrrole-2,5-dione